Iron (III) nitrate 2-(3-((tert-butoxycarbonyl)amino)bicyclo[1.1.1]pentan-1-yl)propan-2-yl-(S)-1-(4-fluorophenyl)-3,4-dihydroisoquinoline-2(1H)-carboxylate C(C)(C)(C)OC(=O)NC12CC(C1)(C2)C(C)(C)OC(=O)N2[C@H](C1=CC=CC=C1CC2)C2=CC=C(C=C2)F.[N+](=O)([O-])[O-].[Fe+3].[N+](=O)([O-])[O-].[N+](=O)([O-])[O-]